NCC(=O)N1C(C=2N(CC1)C(=C(N2)C2=CC=C(C=C2)F)NC=2C=NC(=NC2)C(F)(F)F)(C)C 2-amino-1-(2-(4-fluorophenyl)-8,8-dimethyl-3-((2-(trifluoromethyl)pyrimidin-5-yl)amino)-5,6-dihydroimidazo[1,2-a]pyrazin-7(8H)-yl)ethan-1-one